N-acetyl-O-tertiary butyl-L-tyrosine C(C)(=O)N[C@@H](CC1=CC=C(C=C1)OC(C)(C)C)C(=O)O